C(CCCCCCCCCCCCCCCCC)CCC(C)C1=CC(=C(C(=C1)C(C)(C)C)O)C(C)(C)C n-octadecyl-3-(4'-hydroxy-3',5'-di-tert-butylphenyl)butane